tert-butyl (3R)-3-[3-[4-chloro-2-(methoxymethoxy)phenyl]-4-cyclopropyl-pyrrolo[2,3-c]pyridazin-7-yl]piperidine-1-carboxylate ClC1=CC(=C(C=C1)C1=C(C2=C(N=N1)N(C=C2)[C@H]2CN(CCC2)C(=O)OC(C)(C)C)C2CC2)OCOC